OCCN(C(C(=O)N)C(CCN)=O)CCO N,N-di(2-hydroxyethyl)-3-aminopropionyl-glycyl-amine